(R/S)-(pyridine-2-yl)ethan-1-amine N1=C(C=CC=C1)[C@@H](C)N |r|